N1(NNCCCCCCCCC1)S(=O)(=O)N TRIAZACYCLODODECANSULFONAMIDE